[I-].FC1=CC=C(CNC2=CC=CC=C2)C=C1 4-fluorobenzylaniline iodide